C(CCC)C1CCC(CC1)C1=CC=C(C=C1)C1=CC(=C(C(=C1)F)F)F 4'-(4-butylcyclohexyl)-3,4,5-trifluoro-biphenyl